COC(=O)C=1C(=[N+](C=CN1)[O-])C 3-(methoxycarbonyl)-2-methylpyrazine 1-oxide